BrC1=C2C=NN(C2=CC(=C1C1CC1)CC)C1OCCCC1 4-bromo-5-cyclopropyl-6-ethyl-1-(tetrahydro-2H-pyran-2-yl)-1H-indazole